(S)-4-(2-aminopyridin-4-yl)-1-prolyl-indoline TFA salt OC(=O)C(F)(F)F.NC1=NC=CC(=C1)C1=C2CCN(C2=CC=C1)C([C@H]1NCCC1)=O